1-(6-(4-(5-chloro-6-methyl-1H-indazol-4-yl)-5-methyl-3-(8-(3-methyloxetan-3-yl)-5,8-diazaspiro[3.5]non-5-yl)-1H-pyrazol-1-yl)-2-azaspiro[3.3]hept-2-yl)prop-2-en-1-one ClC=1C(=C2C=NNC2=CC1C)C=1C(=NN(C1C)C1CC2(CN(C2)C(C=C)=O)C1)N1C2(CCC2)CN(CC1)C1(COC1)C